7-(bromomethyl)-3-ethyl-8-fluoroquinolin-2(1H)-one BrCC1=CC=C2C=C(C(NC2=C1F)=O)CC